NC1=NC=CC=C1C1=NC2=C(N1C1=CC=C(CNC(=O)C3=C(C=C(C(=O)O)C=C3)C)C=C1)C=C(C=C2)OC 4-((4-(2-(2-aminopyridin-3-yl)-6-methoxy-1H-benzo[d]imidazol-1-yl)benzyl)carbamoyl)-3-methylbenzoic acid